C(\C=C/C)(=O)N cis-crotonamide